OC12OC3=C(C1(C(C1=CC=CC(=C12)[N+](=O)[O-])=O)NC(=O)C=1NC(=CC1C)S(=O)(=O)N1CCNCC1)C=CC(=C3)[C@H]3[C@@H](C3)C racemic-N-(4b-hydroxy-7-((trans)-2-methylcyclopropyl)-4-nitro-10-oxo-4b,10-dihydro-9bH-indeno[1,2-b]benzofuran-9b-yl)-3-methyl-5-(piperazin-1-ylsulfonyl)-1H-pyrrole-2-carboxamide